N1(CCNCC1)S(=O)(=O)NC(OC(C)(C)C)=O tert-butyl (piperazin-1-ylsulfonyl)carbamate